C(#N)CSC(C(=O)O)C 2-[(CYANOMETHYL)SULFANYL]PROPANOIC ACID